Methyl (1RS,2RS)-2-((2-(((R)-6-((4,4-difluorocyclohexyl)amino)hexan-2-yl)oxy)-6-methylpyridin-3-yl)sulfonyl)cyclopentane-1-carboxylate FC1(CCC(CC1)NCCCC[C@@H](C)OC1=NC(=CC=C1S(=O)(=O)[C@H]1[C@H](CCC1)C(=O)OC)C)F |&1:24,25|